6-((isobutylamino)methyl)-4-oxo-8-(trifluoromethyl)quinazolin C(C(C)C)NCC=1C=C2C(NC=NC2=C(C1)C(F)(F)F)=O